5-bromoundecyl valerate C(CCCC)(=O)OCCCCC(CCCCCC)Br